C(C)OC(CBr)=O.C12CNCC(CC1)N2C=2SC=1CN(CCC1N2)C(COC2=C(C=CC=C2)OCCO)=O 1-(2-(3,8-diazabicyclo[3.2.1]octan-8-yl)-6,7-dihydrothiazolo[5,4-c]pyridin-5(4H)-yl)-2-(2-(2-hydroxyethoxy)phenoxy)ethan-1-one Ethyl-bromoacetate